(S)-3-(1-(6-bromo-3-carbamoylpyridin-2-yl)-5,5-dimethylpyrrolidin-3-yl)propyl methanesulfonate CS(=O)(=O)OCCC[C@@H]1CN(C(C1)(C)C)C1=NC(=CC=C1C(N)=O)Br